FC1=C(C=C(CC2=NNC(C3=CC=CC=C23)=O)C=C1)C(=O)N1CCN(CC1)C1=CC=C(C=C1)NC1=NC=C2C(=N1)N(N(C2=O)C)C2=NC=CC=N2 4-{4-Fluoro-3-[(4-{4-[(2-methyl-3-oxo-1-pyrimidin-2-yl-2,3-dihydro-1H-pyrazolo[3,4-d]pyrimidin-6-yl)amino]phenyl}piperazin-1-yl)carbonyl]benzyl}phthalazin-1(2H)-one